3-(2-amino-4-bromophenyl)-1,4,4-trimethyltetrahydropyrimidin-2(1H)-one NC1=C(C=CC(=C1)Br)N1C(N(CCC1(C)C)C)=O